ClC=1OC2=C(N1)C=C(C=C2)OC([2H])([2H])[2H] 2-Chloro-5-[(2H3)methyl-oxy]-1,3-benzoxazole